1,3-cyclohexadi-ene C1=CC=CCC1